C(C)(C)C=1C=C2C(N(C(N(C2=CC1)C)=O)C1=CN=CC2=CC=CC=C12)=O 6-isopropyl-3-(isoquinolin-4-yl)-1-methylquinazoline-2,4(1H,3H)-dione